2-(7-(1-ethyl-2,2,6,6-tetramethyl-1,2,3,6-tetrahydropyridin-4-yl)imidazo[1,2-a]pyrimidin-2-yl)-5-(2H-1,2,3-triazol-2-yl)phenol C(C)N1C(CC(=CC1(C)C)C1=NC=2N(C=C1)C=C(N2)C2=C(C=C(C=C2)N2N=CC=N2)O)(C)C